Methyl 2-(4-(4-chloro-2-(4-methyl-4H-1,2,4-triazol-3-yl)phenyl)pyridin-2-yl)-7-(trifluoromethyl)benzo[d]oxazole-5-carboxylate ClC1=CC(=C(C=C1)C1=CC(=NC=C1)C=1OC2=C(N1)C=C(C=C2C(F)(F)F)C(=O)OC)C2=NN=CN2C